FC1=CC=C(C=C1)C(CN1CCC(CC1)CN1C(C2=CC=CC=C2C1)=O)=O 2-({1-[2-(4-Fluorophenyl)-2-oxoethyl]-4-piperidinyl}methyl)-1-isoindolinone